2-{[(3a,5b,7a,12a)-3,7,12-trihydroxy-24-oxocholan-24-yl]amino}ethanesulfonic acid O[C@H]1C[C@H]2C[C@H]([C@H]3[C@@H]4CC[C@H]([C@@H](CCC(=O)NCCS(=O)(=O)O)C)[C@]4([C@H](C[C@@H]3[C@]2(CC1)C)O)C)O